(trans)-N-(8-amino-6-((R)-4-methyl-2-oxooxazolidin-3-yl)isoquinolin-3-yl)-2-cyanocyclopropanecarboxamide NC=1C=C(C=C2C=C(N=CC12)NC(=O)[C@H]1[C@@H](C1)C#N)N1C(OC[C@H]1C)=O